ClC1=C(N=NN1CC1=CC=C(C=N1)C=1OC(=NN1)C(F)F)C1=CC(=CC=C1)Cl 2-(6-((5-chloro-4-(3-chlorophenyl)-1H-1,2,3-triazol-1-yl)methyl)pyridin-3-yl)-5-(difluoromethyl)-1,3,4-oxadiazole